acryloyloxyhexyl-dibromomethylsilane C(C=C)(=O)OCCCCCC[SiH2]C(Br)Br